tetraethyl 10,11-bis(2,2,3,3,4,4,5,5,6,6,7,7,8,8,9,9,9-heptadecafluorononyl)-icosane-1,20-diylbisphosphonate FC(CC(CCCCCCCCCP(OCC)(OCC)=O)C(CCCCCCCCCP(OCC)(OCC)=O)CC(C(C(C(C(C(C(C(F)(F)F)(F)F)(F)F)(F)F)(F)F)(F)F)(F)F)(F)F)(C(C(C(C(C(C(C(F)(F)F)(F)F)(F)F)(F)F)(F)F)(F)F)(F)F)F